OC1C(OC2=CC(=CC=C2C1=O)O)C1=CC=C(C=C1)[O-] 4-(3,7-dihydroxy-4-oxo-2,3-dihydro-4H-chromen-2-yl)phenolate